FC(C(=O)N1[C@H](N(CC1)C(=O)N([C@@H](C(C)C)C(=O)OCC1=CC=CC=C1)C)COS(=O)(=O)C1=CC=C(C)C=C1)(C)C benzyl N-((R)-3-(2-fluoro-2-methylpropanoyl)-2-((tosyloxy)methyl)imidazolidine-1-carbonyl)-N-methyl-L-valinate